BrC=1C=NC=CC1CO 3-bromo-4-pyridinemethanol